6-(6-((Z)-((1R,2R,5R)-6,6-difluoro-2-methoxy-1,5-dimethyl-8-azabicyclo[3.2.1]octan-3-ylidene)methyl)pyridazin-3-yl)isoquinolin-7-ol FC1([C@]2(C/C(/[C@H]([C@@](C1)(N2)C)OC)=C/C2=CC=C(N=N2)C=2C=C1C=CN=CC1=CC2O)C)F